CN1N=C(C=C1)C=1C=CC2=C(C=3CN(C(C3C=C2)=O)CC(C(=O)N)=C)C1 2-{[8-(1-methyl-1H-pyrazol-3-yl)-3-oxo-1H,2H,3H-benzo[e]isoindol-2-yl]methyl}prop-2-enamide